2-CHLOROPYRIMIDINE-4-CARBALDEHYDE ClC1=NC=CC(=N1)C=O